4-(3-fluoro-5-nitrophenyl)-1-(oxetan-3-yl)-1H-1,2,3-triazole FC=1C=C(C=C(C1)[N+](=O)[O-])C=1N=NN(C1)C1COC1